(R)-N-(3-(1-((6-(1-(1-cyanopiperidin-4-yl)-5-methyl-1H-1,2,3-triazol-4-yl)-1H-pyrazolo[3',4':3,4]pyrazolo[1,5-a]pyridin-4-yl)oxy)ethyl)phenyl)acrylamide C(#N)N1CCC(CC1)N1N=NC(=C1C)C=1C=C(C=2N(C1)N=C1C2C=NN1)O[C@H](C)C=1C=C(C=CC1)NC(C=C)=O